CC1(CC1)NS(=O)(=O)C=1C=C(C=2N(C1)C(=NC2)C=2SC(=NN2)C(F)(F)F)N2CCN(CC2)C(=O)C2OCC2 N-(1-methylcyclopropyl)-8-(4-(oxetane-2-carbonyl)piperazin-1-yl)-3-(5-(trifluoromethyl)-1,3,4-thiadiazol-2-yl)imidazo[1,5-a]pyridine-6-sulfonamide